CC(C(=O)O)C1=CC=C(C=C1)NCC(=C)C α-Methyl-4-[(2-methyl-2-propen-1-yl)amino]benzeneacetic acid